C1(NCC=C2C=CC=3C(=C12)C=CC3)S(=O)(=O)N DIHYDROCYCLOPENTA-ISOCHINOLIN-SULFONAMID